ClC1=C(C#[N+][O-])C(=CC=C1)Cl 2,6-dichlorobenzonitrile oxide